ClC1(C(CCCC1)Cl)CC 1,2-dichlorocyclohexylethane